5-(cyclopropyl(hydroxy)methyl)-4-(4-(difluoromethoxy)phenyl)-2-(2-methyl-2H-indazol-5-yl)-7-((2-(trimethylsilyl)ethoxy)methyl)-2,7-dihydro-3H-pyrrolo[2,3-c]pyridazin-3-one C1(CC1)C(C1=CN(C2=NN(C(C(=C21)C2=CC=C(C=C2)OC(F)F)=O)C2=CC1=CN(N=C1C=C2)C)COCC[Si](C)(C)C)O